CC1(OB(OC1(C)C)C=1C(=NC=CC1)CCO)C 2-(3-(4,4,5,5-tetramethyl-1,3,2-dioxaborolan-2-yl)pyridin-2-yl)ethan-1-ol